ClC=1C(=C(C=CC1)NC1=NC=NC2=CC(=C(C=C12)N)C#CC1(CN(CCO1)C)C)F N4-(3-chloro-2-fluorophenyl)-7-((2,4-dimethylmorpholin-2-yl)ethynyl)quinazoline-4,6-diamine